OC=1C=C(C=CC1)C=1C2=CC=C(N2)C(=C2C=CC(C(=C3C=CC(=C(C=4C=CC1N4)C4=CC(=CC=C4)O)N3)C3=CC(=CC=C3)O)=N2)C2=C(C(=C(C(=C2F)F)NCCCCCCNC(=O)OCC2[C@H]3CCC#CCC[C@@H]23)F)F 5,10,15-Tris(3-hydroxyphenyl)-20-[4-((6-(((((1R,8S,9s)-bicyclo[6.1.0]non-4-yn-9-yl)-methoxy)carbonyl)amino)hexyl)amino)tetrafluorophenyl]porphyrin